3-(5-(5-amino-6-((1-(1-methylpiperidin-4-yl)-1H-pyrazol-4-yl)oxy)pyrazin-2-yl)-2-chloro-3-methylphenyl)oxetan-3-ol NC=1N=CC(=NC1OC=1C=NN(C1)C1CCN(CC1)C)C=1C=C(C(=C(C1)C1(COC1)O)Cl)C